C12N(CC(CC1)CC2)C2=CC=CC(=N2)C=2N=C(SC2)NC(=O)[C@H]2N(CC2)C(=O)C2=CN(C(=C2)C)S(=O)(=O)C (S)-N-(4-(6-(2-azabicyclo[2.2.2]octan-2-yl)pyridin-2-yl)thiazol-2-yl)-1-(5-methyl-1-(methylsulfonyl)-1H-pyrrole-3-carbonyl)azetidine-2-carboxamide